1,N3-bis(t-butyldimethylsilyl)-N1-methylbenzene-1,3-disulfonamide [Si](C)(C)(C(C)(C)C)C1(CC(=CC=C1)S(=O)(=O)N[Si](C)(C)C(C)(C)C)S(=O)(=O)NC